NC(C(=O)O)C(C1=CC=CC=C1)C1=CC=CC=C1 2-amino-3,3-diphenylpropanoic acid